2-(1,3-dithian-2-yl)phenyl 5-methylhexanoate CC(CCCC(=O)OC1=C(C=CC=C1)C1SCCCS1)C